BrC1=CC=C(C=C1)C(C(C)(C)O)=O 1-(4-bromophenyl)-2-hydroxy-2-methylpropan-1-one